2-isopropyl-2H-pyrazole-3-carboxylic acid ethyl ester C(C)OC(=O)C=1N(N=CC1)C(C)C